syn-2-benzyl 1-(tert-butyl) (2S,4R)-4-azido-2-(4-(4,4,5,5-tetramethyl-1,3,2-dioxaborolan-2-yl)butyl)piperidine-1,2-dicarboxylate N(=[N+]=[N-])[C@H]1C[C@](N(CC1)C(=O)OC(C)(C)C)(C(=O)OCC1=CC=CC=C1)CCCCB1OC(C(O1)(C)C)(C)C